ClC1=C2C(=NC=C1C#CC1=NC=CC=C1C)NC=C2 4-chloro-5-((3-methylpyridin-2-yl)ethynyl)-1H-pyrrolo[2,3-b]pyridine